8-(4-(4-(2-(2-(2,6-dioxopiperidin-3-yl)-1-oxoisoindolin-5-yl)ethyl)piperazin-1-yl)piperidin-1-yl)-9-ethyl-6,6-dimethyl-11-oxo-6,11-dihydro-5H-benzo[b]carbazole-3-carbonitrile O=C1NC(CCC1N1C(C2=CC=C(C=C2C1)CCN1CCN(CC1)C1CCN(CC1)C=1C(=CC2=C(C(C=3NC4=CC(=CC=C4C3C2=O)C#N)(C)C)C1)CC)=O)=O